ClC1=C(NC2=CC=CC=C12)C(=O)N(C)[C@H](C)C1=CNC(C2=CC(=C(C=C12)F)F)=O |r| Racemic-3-chloro-N-(1-(6,7-difluoro-1-oxo-1,2-dihydroisoquinolin-4-yl)ethyl)-N-methyl-1H-indole-2-carboxamide